FC=1C=C(C=C(C1)F)[C@@H]1N(OCC1)C1=CC(=NC=N1)NC1=CC(=C(C=C1)N1CCC(CC1)N1CCN(CC1)C)C(F)(F)F (R)-6-(3-(3,5-difluorophenyl)isooxazolidin-2-yl)-N-(4-(4-(4-methylpiperazin-1-yl)piperiDin-1-yl)-3-(trifluoromethyl)phenyl)pyrimidin-4-amine